N1=CN=CC2=C1N(C=C2)C[C@@]2(C[C@@]1(CC(N(C1)C1=NC=C(N=C1)C(C)(C)O)=O)CCC2)C (5R,7S)-7-((7H-pyrrolo[2,3-d]pyrimidin-7-yl)methyl)-2-(5-(2-hydroxypropane-2-yl)pyrazin-2-yl)-7-methyl-2-azaspiro[4.5]decan-3-one